FC(C=1C=C2C[C@@H]3[C@@H](NC(CC3)=O)C2=CC1)(F)F cis-7-(trifluoromethyl)-1,3,4,4a,5,9b-hexahydro-2H-indeno[1,2-b]pyridin-2-one